(R)-3-(1',2'-dihydrospiro[cyclopropane-1,3'-pyrrolo[2,3-b]pyridin]-5'-yl)-2-fluoro-N-methyl-N-(1-(1-methyl-1H-pyrazol-4-yl)ethyl)benzamide N1CC2(C=3C1=NC=C(C3)C=3C(=C(C(=O)N([C@H](C)C=1C=NN(C1)C)C)C=CC3)F)CC2